FC(C1=CC=2C(=NN(N2)C2=C(C(=CC=C2)C(C)(C)C2=CC=CC=C2)O)C=C1)(F)F 5-trifluoromethyl-2-(2-hydroxy-3-α-cumylphenyl)-2H-benzotriazole